Cl.NC1=CC=C(C=C1)[S@](=O)(C)=N (R)-(4-aminophenyl)(imino)(methyl)-λ6-sulfanone hydrochloride